BrC=1C=C(SC1C(F)(F)F)C=NS(=O)C(C)(C)C N-((4-bromo-5-(trifluoromethyl)thiophen-2-yl)methylene)-2-methylpropan-2-sulfinamide